ClCC1=C(C=CC=C1)OC 1-(chloromethyl)-2-methoxybenzene